C1CCC(CC1)C2=CC3=C(C=C2)N4CCNC5C4=C3CCC5.Cl The molecule is a racemate composed of equimolar amounts of (R)- and (S)-tetrindole hydrochloride. It has a role as an antidepressant, an EC 1.4.3.4 (monoamine oxidase) inhibitor and a serotonergic agonist. It contains a (R)-tetrindole hydrochloride and a (S)-tetrindole hydrochloride.